OC1=C(C=C(C=C1C(C)(C)C)C(C)(C)C)C1=C(C=CC=2NN=NC21)Cl (2-hydroxy-3',5'-di-tert-butylphenyl)-5-chlorobenzotriazole